Quaterphenyl C1=CC=C(C=C1)C2=CC(=CC=C2)C3=CC=CC(=C3)C4=CC=CC=C4